2-bromo-5-tert-butyl-benzaldehyde BrC1=C(C=O)C=C(C=C1)C(C)(C)C